C1(CC1)C=1C=2C=3N(C(=NC2C=CC1)N[C@H]1C(NCCNC1)=O)N=C(N3)C3=CC(=CC=C3)F (6R)-6-{[10-cyclopropyl-2-(3-fluorophenyl)[1,2,4]triazolo[1,5-c]quinazolin-5-yl]amino}-1,4-diazepan-5-one